(R)-2-amino-2-(1-(2-(4-chloro-[1,1'-biphenyl]-2-yl)ethyl)piperidin-4-yl)-1-(4-(2-(ethylthio)-6-fluorobenzyl)piperazin-1-yl)ethan-1-one N[C@@H](C(=O)N1CCN(CC1)CC1=C(C=CC=C1F)SCC)C1CCN(CC1)CCC1=C(C=CC(=C1)Cl)C1=CC=CC=C1